COC=1C=C(CNC(CNC2=C(C=CC=C2)NC(C)=O)=O)C=CC1 N-(3-methoxybenzyl)-2-((2-acetamidophenyl)amino)ethanamide